COC([C@H](CCC(CCC=C)=O)NC(=O)OC(C)(C)C)=O (S)-2-((tert-butoxycarbonyl)amino)-5-oxonon-8-enoic acid methyl ester